OC(CC(=O)O)CC β-hydroxyvaleric acid